CC1=C(C(=O)N[C@H](C)C2=CC(=NC3=CC=CC=C23)C=2C=NNC2)C=C(C=C1)CNC 2-methyl-5-[(methylamino)methyl]-N-[(1R)-1-[2-(1H-pyrazol-4-yl)quinolin-4-yl]ethyl]benzamide